N[C@@H](C)C\C=C\CCCCCCCCCCCCCCC (2S,3R,4E)-2-amino-icos-4-ene